C1(CCCCC1)N1CCC2(OC3(CC3)C(N(C2)CC)=O)CC1 8-Cyclohexyl-12-ethyl-4-oxa-8,12-diazadispiro[2.1.5.3]tridecan-13-on